C[NH2+]CCCN1CNCCC1 1-[3-(methylammonio)propyl]-1,3-diazinan